3-cis-(trifluoromethoxy)cyclobutane-carbaldehyde FC(OC1(CCC1)C=O)(F)F